8-[5-(5-fluoro-2-methoxypyridin-4-yl)-1-(oxazolidin-2-yl)pyrazole-3-carbonyl]-8-azabicyclo[3.2.1]Octane-3-carboxamide FC=1C(=CC(=NC1)OC)C1=CC(=NN1C1OCCN1)C(=O)N1C2CC(CC1CC2)C(=O)N